2-benzyl-4-methyl-N-(3-(methylsulfonamido)phenyl)thiazole-5-carboxamide C(C1=CC=CC=C1)C=1SC(=C(N1)C)C(=O)NC1=CC(=CC=C1)NS(=O)(=O)C